((R)-4-(6-chloro-2-(((2R,7aS)-2-fluorotetrahydro-1H-pyrrolizin-7a(5H)-yl)methoxy)-5-iodopyrimidin-4-yl)-1,4-oxazepan-3-yl)methanol ClC1=C(C(=NC(=N1)OC[C@]12CCCN2C[C@@H](C1)F)N1[C@@H](COCCC1)CO)I